C=C(C(=O)OC(C)(C)C)CC(N[C@@H](C)C1=CC=C(C=C1)C(F)(F)F)=O tert-butyl (S)-2-methylene-4-oxo-4-((1-(4-(trifluoromethyl)phenyl)ethyl)amino)butanoate